OC=1C=C(C=C(C1O)O)\C=C\C1=CC=CC=C1 (E)-3,4,5-trihydroxystilbene